N-(4-(2-(4-((Dimethyl(oxo)-λ6-sulfaneylidene)amino)phenyl)propyl)-6-(((R)-1-hydroxy-4-methylpentan-2-yl)amino)-1,3,5-triazin-2-yl)methanesulfonamide CS(=O)(C)=NC1=CC=C(C=C1)C(CC1=NC(=NC(=N1)N[C@@H](CO)CC(C)C)NS(=O)(=O)C)C